3,4-dichloro-N-[(1R,3S)-3-{[2-(trifluoromethyl)quinolin-4-yl]amino}cyclohexyl]-1,2-thiazole-5-carboxamide ClC1=NSC(=C1Cl)C(=O)N[C@H]1C[C@H](CCC1)NC1=CC(=NC2=CC=CC=C12)C(F)(F)F